(5H-imidazo[5,1-a]isoindol-5-yl)-4,5,6,7-tetrahydropyrazolo[1,5-a]pyridin-4-ol C=1N=CN2C1C1=CC=CC=C1C2C2=NN1C(C(CCC1)O)=C2